1-((1-(4-((2,6-dioxopiperidin-3-yl)amino)phenyl)piperidin-4-yl)methyl)piperidin O=C1NC(CCC1NC1=CC=C(C=C1)N1CCC(CC1)CN1CCCCC1)=O